C(=O)O.ClC=1C(=C(OCC#N)C=CC1C1=CN=C2N1C=CN=C2NC2=CC(=C(C=C2)C(=O)N2CCN(CC2)C(=O)[C@@H]2[C@H](CNCC2)O)C)F 2-[3-chloro-2-fluoro-4-[8-[4-[4-[(3R,4S)-3-hydroxypiperidine-4-carbonyl]piperazine-1-carbonyl]-3-methyl-anilino]imidazo[1,2-a]pyrazin-3-yl]phenoxy]acetonitrile formate